4-(pyridin-3-ylmethoxy)aniline N1=CC(=CC=C1)COC1=CC=C(N)C=C1